CC(C)C1=CC=C(C=O)C=C1 4-(2-n-propyl)benzaldehyde